[(1S)-3-ethoxy-1-methyl-3-oxo-propyl] 5-bromo-2-chloro-4-fluoro-benzoate BrC=1C(=CC(=C(C(=O)O[C@H](CC(=O)OCC)C)C1)Cl)F